4-((3'-(3-aminopyrrolidin-1-carbonyl)-4-(3-(2-(pyridin-3-yl)ethyl)ureido)-[1,1'-biphenyl]-2-yl)ethynyl)-N-(2-(piperidin-1-yl)ethyl)benzamide NC1CN(CC1)C(=O)C=1C=C(C=CC1)C1=C(C=C(C=C1)NC(=O)NCCC=1C=NC=CC1)C#CC1=CC=C(C(=O)NCCN2CCCCC2)C=C1